C1(CC1)NC(=O)C=1C=C(C(NC1)=O)C(=O)NC N5-cyclopropyl-N3-methyl-2-oxo-1,2-Dihydropyridine-3,5-dicarboxylic acid diamide